BrC1=CC2=C(SC(=C2)CN2C=NN(C2=O)C\C(\CNC(OC(C)(C)C)=O)=C\F)C=C1 tert-butyl (E)-(2-((4-((5-bromobenzo[b]thiophen-2-yl)methyl)-5-oxo-4,5-dihydro-1H-1,2,4-triazol-1-yl)methyl)-3-fluoroallyl)carbamate